dimyristoyl-sn-glycero-3-phosphocholine C(CCCCCCCCCCCCC)(=O)C(OP(OC[C@@H](CO)O)(=O)[O-])(C[N+](C)(C)C)C(CCCCCCCCCCCCC)=O